methyl 3-(3,3-difluorocyclobutyl)-1-(4-((5-fluoro-2-oxopyridin-1(2H)yl)methyl)benzyl)-1H-pyrazole-4-carboxylate FC1(CC(C1)C1=NN(C=C1C(=O)OC)CC1=CC=C(C=C1)CN1C(C=CC(=C1)F)=O)F